C(C(=C)C)(=O)[O-].[Mg+2].C(C(=C)C)(=O)[O-] magnesium methacrylate salt